propyl-iminodiacetic acid disodium salt [Na+].[Na+].C(CC)C(C(=O)[O-])NCC(=O)[O-]